tert-Butyl-(1s,4s)-4-(4-(2-(4-aminonaphthalen-1-yloxy)pyridin-3-yl)pyrimidin-2-ylamino)cyclohexylcarbamate C(C)(C)(C)OC(NC1CCC(CC1)NC1=NC=CC(=N1)C=1C(=NC=CC1)OC1=CC=C(C2=CC=CC=C12)N)=O